CC1=C(C=C(C=N1)NC(=O)C=1C2=C(NN1)[C@H]1[C@@H](C2)C1)C=1C=NC2=CC(=NC=C2C1)NC (4aR,5aR)-N-(6-methyl-5-(7-(methylamino)-1,6-naphthyridin-3-yl)pyridin-3-yl)-4,4a,5,5a-tetrahydro-1H-cyclopropa[4,5]cyclopenta[1,2-c]pyrazole-3-carboxamide